C1(=CC=CC=C1)N1N=C(CC1C1=CC=CC=C1)C1=CC=CC=C1 1,3,5-triphenyl-2-pyrazoline